((((9H-fluoren-9-yl)methoxy)carbonyl)amino)-3-(3-cyanophenyl)propionic acid C1=CC=CC=2C3=CC=CC=C3C(C12)COC(=O)NC(C(=O)O)CC1=CC(=CC=C1)C#N